COCCCN1C(=O)N(C=2N=C(NC2C1=O)C=1C=NC(=CC1)NCC1CN(C(C1)=O)C)CCC 1-(3-methoxypropyl)-8-(6-((1-Methyl-5-oxo-3-pyrrolidinyl)methylamino)-3-pyridyl)-3-propylxanthine